C(CC#C)N1NC1CC(=O)O [2-(3-butyn-1-yl)-3H-diaziren-3-yl]acetic acid